4-{7-amino-[1,2,4]triazolo[1,5-a]pyridin-5-yl}-2-fluorobenzonitrile NC1=CC=2N(C(=C1)C1=CC(=C(C#N)C=C1)F)N=CN2